ClC(CC(=O)O)CC 3-chloropentanoic acid